(R) or (S)-N'-((2,3-bis(trifluoromethyl)-6,7-dihydro-5H-cyclopenta[b]pyridin-4-yl)carbamoyl)-1-ethyl-4-fluoro-1H-pyrazole-3-sulfonimidamide FC(C1=C(C(=C2C(=N1)CCC2)NC(=O)N=[S@](=O)(N)C2=NN(C=C2F)CC)C(F)(F)F)(F)F |o1:15|